O=C1NC(CC[C@@H]1N1C(C2=CC=CC(=C2C1=O)NCC(=O)N1CCN(CC1)CC1CCN(CC1)C1=CC=C(C=C1)NC1=C2N=CN(C2=NC=N1)C1CC(C1)NC(CC1=CC=CC=C1)=O)=O)=O N-((1s,3s)-3-(6-((4-(4-((4-((2-(2,6-dioxopiperidin-3-yl)-1,3-dioxoisoindolin-4-yl)glycyl)piperazin-1-yl)methyl)piperidin-1-yl)phenyl)amino)-9H-purin-9-yl)cyclobutyl)-2-phenylacetamide